4-(6-(3-ethoxy-2-fluoro-4-methoxyphenyl)pyridin-2-yl)-1,2-oxaborolan-2-ol tert-Butyl-N-[(E)-2-[(2-chloropyrimidin-5-yl)oxymethyl]-3-fluoro-allyl]carbamate C(C)(C)(C)N(C(O)=O)C/C(=C\F)/COC=1C=NC(=NC1)Cl.C(C)OC=1C(=C(C=CC1OC)C1=CC=CC(=N1)C1CB(OC1)O)F